N1=CC=NC2=C1C=CS2 thienopyrazine